N-(2-fluorobenzyl)-1-(2,5-dimethoxy-4-chlorophenyl)-2-aminoethane FC1=C(CNCCC2=C(C=C(C(=C2)OC)Cl)OC)C=CC=C1